FC(C)(F)C1=NC(=CC(=N1)NC1=CC(=NC=C1OCC1=NC(=CC=C1)OC)NC(C)=O)C N-(4-((2-(1,1-difluoroethyl)-6-methylpyrimidin-4-yl)amino)-5-((6-methoxypyridin-2-yl)methoxy)pyridin-2-yl)acetamide